tert-butyl (2S,6R)-2-(((S)-1-cyano-2-(2-fluoro-4-(3-methyl-2-oxo-2,3-dihydrobenzo[d]oxazol-5-yl)phenyl)ethyl)carbamoyl)-6-(trifluoromethoxy)-1,4-oxazepane-4-carboxylate C(#N)[C@H](CC1=C(C=C(C=C1)C=1C=CC2=C(N(C(O2)=O)C)C1)F)NC(=O)[C@H]1OC[C@@H](CN(C1)C(=O)OC(C)(C)C)OC(F)(F)F